methyl 2-((tert-butoxycarbonyl)amino)-7-((8-chloronaphthalen-2-yl)oxy)-1,2,3,4-tetrahydronaphthalene-2-carboxylate C(C)(C)(C)OC(=O)NC1(CC2=CC(=CC=C2CC1)OC1=CC2=C(C=CC=C2C=C1)Cl)C(=O)OC